BrC1=CC=2C(C3=CC(=CC=C3C2C=C1)C1=C(C=CC(=C1)C(C)(C)C)Br)(C)C 2-bromo-7-(2-bromo-5-(tert-butyl)phenyl)-9,9-dimethyl-9H-fluorene